C(C=C)(=O)OCCSC=1SC(=NN1)SCCCCCC 2-acryloxyethylthio-5-n-hexylthio-1,3,4-thiadiazole